CC=1N=C2N(N=C(C=C2C)C=2N=C3N(C(C2)=O)C=C(C=C3C)F)C1 2-(2,8-dimethylimidazo[1,2-b]pyridazin-6-yl)-7-fluoro-9-methyl-pyrido[1,2-a]pyrimidin-4-one